(2S,3R)-benzyl 2-fluoro-3-methyl-1-oxo-8-azaspiro[4.5]decane-8-carboxylate F[C@@H]1C(C2(C[C@H]1C)CCN(CC2)C(=O)OCC2=CC=CC=C2)=O